6-fluoropyrido[3,4-d]pyrimidin-4-ol FC1=CC2=C(N=CN=C2O)C=N1